Methyl (2-(phenylamino) ethyl) fumarate C(\C=C\C(=O)OCCNC1=CC=CC=C1)(=O)OC